C1(CC1)C1=C(C=CC(=C1)OC)C=1N(C(C2=C(N1)SC1=C2C=CC=C1C=C)=O)CC1=CN=CO1 2-(2-cyclopropyl-4-methoxyphenyl)-3-(oxazol-5-ylmethyl)-8-vinylbenzo[4,5]thieno[2,3-d]pyrimidin-4(3H)-one